C(C1=CC=CC=C1)C(=S)C(C(=O)O)C benzylthiocarbonylpropionic acid